3-(trifluoromethyl)-7,7a,8,9,10,11-hexahydropyrazino[1,2-d]Pyrido[3,2-b][1,4]diazepine-6(5H)-one FC(C1=CC=2NC(CC3N(C2N=C1)CCNC3)=O)(F)F